NC1=C(C=C(CN2CC(CC2)C(C(=O)OC)(C)C)C=C1)C methyl 2-(1-(4-amino-3-methylbenzyl)pyrrolidin-3-yl)-2-methylpropanoate